N-[1-cyclopropylethyl]-5-[5-(trifluoromethyl)-1,2,4-oxadiazol-3-yl]pyrimidin-2-amine C1(CC1)C(C)NC1=NC=C(C=N1)C1=NOC(=N1)C(F)(F)F